CNC(CCNC)CC N,N'-dimethyl-(ethyl)-1,3-propanediamine